C(C)(C)C1C(=C(C(=O)CC1(C)C)C(C)C)C diisopropyl-isophorone